NC1=NC2=C(C=C(C=C2C=C1C)NC(=O)C1=C(C=C(C=C1)Br)N1CCC2(CC2)CC1)N1CCC(CC1)(F)F N-[2-amino-8-(4,4-difluoropiperidinyl)-3-methyl-(6-quinolyl)][2-(6-azaspiro[2.5]octane-6-yl)-4-bromophenyl]carboxamide